carbamate (2-methyl benzoate) CC1=C(C(=O)O)C=CC=C1.C(N)(O)=O